N-(1H-benzo[d][1,2,3]triazol-6-yl)-6-methyl-4-oxo-1-phenyl-1,4-dihydropyridazine-3-carboxamide N1N=NC2=C1C=C(C=C2)NC(=O)C2=NN(C(=CC2=O)C)C2=CC=CC=C2